C1(CCCCC1)C=CC(C)=O 4-cyclohexyl-3-buten-2-one